CC1=NC2=CC3=C(C=C2C(=N1)N[C@H](C)C=1C(=C(C=CC1)C(C(C)(O)C)(F)F)F)N(CCO3)C (R)-1-(3-(1-((2,6-dimethyl-7,8-dihydro-6H-[1,4]oxazino[3,2-g]quinazolin-4-yl)amino)ethyl)-2-fluorophenyl)-1,1-difluoro-2-methylpropan-2-ol